N-methyl-4-((6-methyl-5,6-dihydrobenzo[h][1,6]naphthyridin-7-yl)amino)nicotinamide CNC(C1=CN=CC=C1NC1=CC=CC2=C1N(CC=1C=CC=NC21)C)=O